ClC=1C=C(C=CC1F)NC(=O)C1=CN=CN1C N-(3-chloro-4-fluorophenyl)-1-methyl-1H-imidazole-5-carboxamide